(2R,5S)-2,5-dimethyl-1-(2-methyl-1-(4-(trifluoromethyl)phenyl)propyl)piperazine dihydrochloride Cl.Cl.C[C@H]1N(C[C@@H](NC1)C)C(C(C)C)C1=CC=C(C=C1)C(F)(F)F